ClC=1C(=C2C(C(=C(NC2=CC1F)C)C1=CC=C(C=C1)C1=CC=C(C=C1)OC(F)(F)F)=O)F 6-Chloro-5,7-difluoro-2-methyl-3-(4'-(trifluoromethoxy)-[1,1'-biphenyl]-4-yl)quinolin-4(1H)-one